4-(3-amino-4-chloro-1H-indazol-5-yl)-N-(3,3-difluorocyclobutyl)-3-methylbenzenesulfonamide NC1=NNC2=CC=C(C(=C12)Cl)C1=C(C=C(C=C1)S(=O)(=O)NC1CC(C1)(F)F)C